mono-α-methylpropionic acid CC(C(=O)O)C